5-fluoro-2,3-dimethyl-1H-indole-7-carboxamide TFA salt OC(=O)C(F)(F)F.FC=1C=C2C(=C(NC2=C(C1)C(=O)N)C)C